4-chloro-N-(2,4-difluoro-3-(3-(piperazin-1-yl)quinoxaline-6-carbonyl)phenyl)benzamide ClC1=CC=C(C(=O)NC2=C(C(=C(C=C2)F)C(=O)C=2C=C3N=C(C=NC3=CC2)N2CCNCC2)F)C=C1